2-Hydroxy-1-(2-((((CIS)-4-(2,3,6-trifluorophenyl)cyclohexyl)oxy)methyl)-3-(1-((2-(trimethylsilyl)ethoxy)methyl)-1H-pyrazol-5-yl)piperidin-1-yl)ethan-1-one OCC(=O)N1C(C(CCC1)C1=CC=NN1COCC[Si](C)(C)C)CO[C@@H]1CC[C@@H](CC1)C1=C(C(=CC=C1F)F)F